8-bromo-2-(2-(2,3-difluoro-4-(trifluoromethyl)phenoxy)acetyl)-1,3,4,12a-tetrahydrobenzo[e]pyrazino[1,2-a][1,4]diazepine-6,12(2H,11H)-dione BrC1=CC2=C(NC(C3N(C2=O)CCN(C3)C(COC3=C(C(=C(C=C3)C(F)(F)F)F)F)=O)=O)C=C1